N(=[N+]=[N-])CCCCCCOC1=CC=C(C=C1)C=1OC(=NN1)S(=O)(=O)C [4-((6-azidohexyl)oxy)phenyl]-5-(methylsulfonyl)-1,3,4-oxadiazole